(7-Chloro-1H-benzo[d]imidazol-2-yl)(5-methyl-3-(trifluoromethyl)-5,6-dihydroimidazo[1,5-a]pyrazin-7(8H)-yl)methanone ClC1=CC=CC2=C1NC(=N2)C(=O)N2CC=1N(C(C2)C)C(=NC1)C(F)(F)F